C[C@@H]1N(C2=CC=CC=C2[C@@H](C1)NC1=CC=C(C=C1)C1=CN=C2N1CCN(C2)C(=O)OC(C)(C)C)C(CC)=O tert-Butyl 3-(4-{[(2S,4R)-2-methyl-1-propionyl-1,2,3,4-tetrahydroquinolin-4-yl]amino}phenyl)-5,6-dihydroimidazo[1,2-a]pyrazine-7(8H)-carboxylate